O1COC=2C1=C1C(N=CC1=CC2)=O dioxolo[4,5-e]isoindol-8-one